CN1N=NC(=C1NC(=O)O[C@H](C)C1=CC=CC=C1)C1CCN(CC1)C1=CC=C(C=C1)C1(CC1)C(=O)O 1-(4-{4-[1-methyl-5-({[(1R)-1-phenylethoxy]carbonyl}amino)-1H-1,2,3-triazol-4-yl]piperidin-1-yl}phenyl)cyclopropane-1-carboxylic acid